O[C@@H]([C@@H](C)[C@H]1CC[C@H]2[C@@H]3CC=C4C[C@](CC[C@@H]4[C@H]3CC[C@]12C)(O)C)CCC(C)C (3S,8R,9s,10R,13S,14S,17R)-17-((2S,3R)-3-hydroxy-6-methylheptan-2-yl)-3,13-dimethyl-2,3,4,7,8,9,10,11,12,13,14,15,16,17-tetradecahydro-1H-cyclopenta[a]phenanthren-3-ol